tert-butyl 2-((3-(6,6,8,8,8-pentafluorooctyl)-1,2,4-oxadiazol-5-yl)methyl)acrylate FC(CCCCCC1=NOC(=N1)CC(C(=O)OC(C)(C)C)=C)(CC(F)(F)F)F